2-[7-(1,3-Dihydro-1,3,3-trimethyl-2H-indol-2-ylidene)-1,3,5-heptatrienyl]-1,3,3-trimethyl-3H-indolium CN1C(C(C2=CC=CC=C12)(C)C)=CC=CC=CC=CC1=[N+](C2=CC=CC=C2C1(C)C)C